methacryloxyethyl-dimethyl-dodecyl-ammonium chloride [Cl-].C(C(=C)C)(=O)OCC[N+](CCCCCCCCCCCC)(C)C